2-cyclohexyl-2-(3-cyclohexylureido)acetic acid C1(CCCCC1)C(C(=O)O)NC(=O)NC1CCCCC1